4-(3-oxo[1,2,4]triazolo[4,3-a]pyridin-2(3H)-yl)-2-{[(2S)-1,1,1-trifluoropropan-2-yl]oxy}benzamide O=C1N(N=C2N1C=CC=C2)C2=CC(=C(C(=O)N)C=C2)O[C@H](C(F)(F)F)C